C(C)(C)(C)C=1C=C(C=C(C1O)C)CCC(=O)OCCOCCOCCOC(CCC1=CC(=C(C(=C1)C)O)C(C)(C)C)=O Triethylene glycol bis[3-(3-t-butyl-4-hydroxy-5-methylphenyl)propionate]